C(C)OC(=O)C(C(=O)O)CC(C)C 2-(ETHOXYCARBONYL)-4-METHYLPENTANOIC ACID